ClC=1C=C2C3=C(NC2=CC1)[C@@H](N(CC3)C3=NC=NC(=N3)C(F)(F)F)CC3OCCCC3 (1S)-6-chloro-1-[(oxan-2-yl)methyl]-2-[4-(trifluoromethyl)-1,3,5-triazin-2-yl]-2,3,4,9-tetrahydro-1H-pyrido[3,4-b]indole